OC1=C(N(C=CC1=O)C[C@H](C1=CC=C(C=C1)C(F)(F)F)O)C (S)-3-hydroxy-1-(2-hydroxy-2-(4-(trifluoromethyl)phenyl)ethyl)-2-methylpyridin-4(1H)-one